C(=O)(O)CN1CCN(CCNCCN(CC1)CC(=O)O)CC1=[N+](C=CC2=CC=CC=C12)[O-] 1-((4,7-bis(carboxymethyl)-1,4,7,10-tetraazacyclododecan-1-yl)methyl)isoquinoline 2-oxide